2,3-diisocyanatododecane N(=C=O)C(C)C(CCCCCCCCC)N=C=O